CC1(CCN(CC1)C1=CC(=CC(=C1)C(F)(F)F)CN1CCNCC1)C(=O)O 4-methyl-1-(3-(piperazin-1-ylmethyl)-5-(trifluoromethyl)phenyl)piperidine-4-carboxylic acid